3-{5-[(1-{[4-(propan-2-yl)phenyl]carbamoyl}-D-prolyl)amino]pyridin-2-yl}benzoic acid CC(C)C1=CC=C(C=C1)NC(=O)N1[C@H](CCC1)C(=O)NC=1C=CC(=NC1)C=1C=C(C(=O)O)C=CC1